3-hydroxy-5-(isoxazole-5-yl)pyridineformylglycine OC=1C(=NC=C(C1)C1=CC=NO1)C(=O)NCC(=O)O